CC1=C(C=C(C=C1OCCCCCCCC)CCCCCCCCC)O 2-Methyl-5-nonyl-3-octoxyphenol